(S)-7-(4-fluorobenzyl)-2-(p-tolyl)-2,3-dihydro-1H-pyrido[2,3-b][1,4]oxazine FC1=CC=C(CC2=CC3=C(OC[C@@H](N3)C3=CC=C(C=C3)C)N=C2)C=C1